FC1=C(C(=O)N[C@@H](CO)C2=NC(=NO2)C2=CC=C(C=C2)C(F)(F)F)C(=CC=C1)F 2,6-difluoro-N-[(1S)-2-hydroxy-1-{3-[4-(trifluoromethyl)phenyl]-1,2,4-oxadiazol-5-yl}ethyl]benzamide